(S)-3-(benzyl-((R)-1-phenylethyl)amino)-3-(2-fluorobiphenyl-3-yl)propanoic acid ethyl ester C(C)OC(C[C@@H](C=1C(=C(C=CC1)C1=CC=CC=C1)F)N([C@H](C)C1=CC=CC=C1)CC1=CC=CC=C1)=O